C(CCCC)NC(=O)N1C2CC(CC1CC2)N2CCCCC2 Exo-N-pentyl-3-(1-piperidinyl)-8-azabicyclo[3.2.1]octane-8-carboxamide